3-(1-ethoxyethoxy)but-1-ene C(C)OC(C)OC(C=C)C